1-(2,4-dichlorophenyl)-1,2-hexanediol ClC1=C(C=CC(=C1)Cl)C(C(CCCC)O)O